COC1=CC=C(C=C1)N1C(=NN=C1SCC1=NC=CC=N1)[C@H](CC1=CC=CC=C1)NC(CC1=C(NC2=CC=CC=C12)C)=O (S)-N-(1-(4-(4-methoxyphenyl)-5-((pyrimidin-2-ylmethyl)thio)-4H-1,2,4-triazol-3-yl)-2-phenylethyl)-2-(2-methyl-1H-indol-3-yl)acetamide